[W].[Cu] Copper-Tungsten